2,5-dimethylbenzophenone CC1=C(C(=O)C2=CC=CC=C2)C=C(C=C1)C